C(C1=CC=CC=C1)(=O)N1C(=NN=C1C1=CC(=CC=C1)F)SCC(=O)OCC Ethyl {[4-benzoyl-5-(3-fluorophenyl)-4H-1,2,4-triazol-3-yl]thio}acetate